3,5-diphenyl-4-trifluoromethyl-oxazol-2(3H)-one C1(=CC=CC=C1)N1C(OC(=C1C(F)(F)F)C1=CC=CC=C1)=O